C(CCC=C)(=O)C1=CC=CC=C1 4-PENTENOPHENONE